FC(C(=O)O)(F)F.N1=CN=C(C2=C1NC=C2)C=2C=NN(C2)[C@@H](CC#N)C (3R)-3-[4-(7H-pyrrolo[2,3-d]pyrimidin-4-yl)-1H-pyrazol-1-yl]butanenitrile trifluoroacetate salt